2-((2,5-dimethylbenzo[d]thiazol-6-yl)amino)-5-methyl-8-((tetrahydro-2H-pyran-4-yl)methyl)-7,8-dihydropteridin-6(5H)-one CC=1SC2=C(N1)C=C(C(=C2)NC2=NC=1N(CC(N(C1C=N2)C)=O)CC2CCOCC2)C